C(C)OSSOCC ethoxydisulfide